(8S)-2-(5,6-difluoro-1H-indazol-3-yl)-8-methyl-5,6,7,8-tetrahydro-1,5-naphthyridine FC=1C=C2C(=NNC2=CC1F)C1=NC=2[C@H](CCNC2C=C1)C